hydrochloric acid iron salt [Fe].Cl